2-(Cyclopropanecarbonyl)-6-(ethylsulfonyl)-N-(4-(1,1,1,3,3,3-hexafluoro-2-hydroxypropan-2-yl)phenyl)-1,2,3,4-tetrahydroisoquinoline-1-carboxamide C1(CC1)C(=O)N1C(C2=CC=C(C=C2CC1)S(=O)(=O)CC)C(=O)NC1=CC=C(C=C1)C(C(F)(F)F)(C(F)(F)F)O